ClC=1C=C2C(=NC1)C(=CO2)C2=CC=C(C=C2)NC(N(C)C)=O 3-(4-(6-chlorofuro[3,2-b]pyridin-3-yl)phenyl)-1,1-dimethylurea